(2S)-4,4-difluoro-2-(4-fluorophenyl)-N-{4-[5-fluoro-3-(pyridin-2-yl)-1H-pyrrolo[3,2-b]pyridin-2-yl]pyridin-2-yl}butanamide FC(C[C@H](C(=O)NC1=NC=CC(=C1)C1=C(C2=NC(=CC=C2N1)F)C1=NC=CC=C1)C1=CC=C(C=C1)F)F